N-(4-(dimethylamino)phenyl)-3-(3-(3-methoxyphenyl)imidazo[1,5-a]pyridin-1-yl)piperidine-1-carboxamide CN(C1=CC=C(C=C1)NC(=O)N1CC(CCC1)C=1N=C(N2C1C=CC=C2)C2=CC(=CC=C2)OC)C